1,3-dimethoxy-2-[(1R,6R)-3-methyl-6-prop-1-en-2-ylcyclohex-2-en-1-yl]-5-Pentylbenzene COC1=C(C(=CC(=C1)CCCCC)OC)[C@@H]1C=C(CC[C@H]1C(=C)C)C